FC1=C(C=C(C=C1)C1(CC1)NC(=O)[C@H]1N(CCOC1)C(=O)OC(C)(C)C)C(F)(F)F tert-butyl (S)-3-((1-(4-fluoro-3-(trifluoromethyl)phenyl)cyclopropyl)carbamoyl)morpholine-4-carboxylate